6-(3-Bromo-1-(3-chloropyridin-2-yl)-1H-pyrazol-5-carboxamido)-5-methyl-N-((tetrahydro-2H-pyran-2-yl)methyl)pyrazolo[1,5-a]pyridin-7-carboxamid BrC1=NN(C(=C1)C(=O)NC=1C(=CC=2N(C1C(=O)NCC1OCCCC1)N=CC2)C)C2=NC=CC=C2Cl